C(C)OC(=O)NC1=C(C=C(C=C1F)C(CNC(C)(C)C)O)C#N 1-(4-ethoxycarbonylamino-3-cyano-5-fluorophenyl)-2-(t-butylamino)ethanol